N1=C(C=CC=C1C(=O)N)C(=O)N 6-pyridinedimethanamide